C(#N)[C@H]1N(CSC1)C(CNC(=O)C1=CC=NC2=CC=C(C=C12)N1C[C@H](O[C@H](C1)C)C)=O N-(2-((R)-4-Cyanothiazolidin-3-yl)-2-oxoethyl)-6-((2R,6S)-2,6-dimethyl-morpholino)quinoline-4-carboxamide